5-((2-chlorobenzyl)thio)-1,3,4-thiadiazole-2-amine ClC1=C(CSC2=NN=C(S2)N)C=CC=C1